BrC1=CC=C(C=C1)C1CCN(CC1)C=1C=C(C(=NC1)C#N)C(F)(F)F 5-(4-(4-bromophenyl)piperidin-1-yl)-3-(trifluoromethyl)-picolinonitrile